dl-3-butyl-1(3H)-isobenzofuranone C(CCC)C1OC(C2=CC=CC=C12)=O